OC=1C=C(C=C(C1)O)\C=C\C1=CC=C(C=C1)O 3,4',5-trans-trihydroxystilbene